5-(2-Aminopyridin-4-yl)-7-(3-(morpholinomethyl)phenyl)-1H-indazol-3-amine NC1=NC=CC(=C1)C=1C=C2C(=NNC2=C(C1)C1=CC(=CC=C1)CN1CCOCC1)N